1-Ethyl-2-propylpyrrolidinium triflat [O-]S(=O)(=O)C(F)(F)F.C(C)[NH+]1C(CCC1)CCC